CN1N=CC(=C1)NC1=CC2=C(C=N1)C(NN2C2=CC=CC=C2)=O 6-((1-methyl-1H-pyrazol-4-yl)amino)-1-phenyl-1,2-dihydro-3H-pyrazolo[4,3-c]pyridin-3-one